C(C)C1(C(=O)O)C(C(=NC(=C1C)CC1=CC(=CC=C1)OC1=CC=CC=C1)CCC)O.C(C)OC(C1=C(C(=NC(=C1C)CC1=CC(=CC=C1)OC1=CC=CC=C1)CCC)O)=O 3-hydroxy-5-methyl-6-(3-phenoxybenzyl)-2-propylisonicotinic acid Ethyl ester (Ethyl 3-hydroxy-5-methyl-6-(3-phenyloxybenzyl)-2-propylisonicotinate)